ClC=1C=CC(=C(C1)C1=CC=CC=C1)S(=O)(=O)N1CCC(CC1)(C(=O)N[C@H](C)\C=C/S(=O)(=O)C)F (R,Z)-1-((5-chloro-[1,1'-biphenyl]-2-yl)sulfonyl)-4-fluoro-N-(4-(methylsulfonyl)but-3-en-2-yl)piperidine-4-carboxamide